C(C)(C)(C)OC(NCCCN(C(CCCCCN1C(C=CC1=O)=O)=O)[C@H](C(C)(C)C)C=1N(C=C(N1)C1=C(C=CC(=C1)F)F)CC1=CC=CC=C1)=O tert-butyl-[3-({(1R)-1-[1-benzyl-4-(2,5-difluorophenyl)-1H-imidazol-2-yl]-2,2-dimethylpropyl}[6-(2,5-dioxo-2,5-dihydro-1H-pyrrol-1-yl)hexanoyl]amino)propyl]carbamate